COC(C(=C)C)=O.O=CC1=CC(OC)=C(O)C=C1 vanillin methyl-methacrylate